2-cyanoacrylic acid C(#N)C(C(=O)O)=C